FC=1C=CC=C2C(NC(N(C12)CC1=CC(=CC=C1)C(=O)N1CCN(CC1)C1=NC=CC=N1)=O)=O 8-Fluoro-1-(3-(4-(pyrimidin-2-yl)piperazine-1-carbonyl)benzyl)quinazoline-2,4(1H,3H)-dione